ClC1=C(C=C(C=C1)C(CNCC1=CC=C(C=C1)OC)C1=CC=CC=C1)C=1C(=CC=C(C1F)OCCOC)C(=O)N 2'-chloro-6-fluoro-5'-(2-((4-methoxybenzyl)amino)-1-phenylethyl)-5-(2-methoxyethoxy)-[1,1'-biphenyl]-2-carboxamide